C(CCCC=C)OC1=C(C=C(C=C1)C=1SC2=C(C(=CC(N2C1C(=O)O)=O)CC1=CC=CC2=CC=CC=C12)OC)C 8-[4-(5-hexenyloxy)-3-methyl-phenyl]-5-methoxy-4-[(1-naphthyl)methyl]-2-oxo-7-thia-1-azabicyclo[4.3.0]non-3,5,8-triene-9-carboxylic acid